C(C)(C)(C)C1(N(CCN(C1)C(=O)O)C(=O)O)C(C)(C)C di-tert-butyl-piperazine-1,4-dicarboxylic acid